N-methyl-2-(tetrahydro-2H-pyran-4-yl)propanamide CNC(C(C)C1CCOCC1)=O